C[C@H](/C=C/[C@H](C)C(C)C)[C@H]1CC[C@@H]2[C@@]1(CC[C@]3(C2=C[C@H]([C@@]4([C@@]3(CC[C@@H](C4)O)C)O)O)O)C The molecule is a 3beta-sterol that is ergosta-7,22-dien-3-ol substituted by additional hydroxy groups at positions 5, 6 and 9 (3beta,5alpha,6beta,22E stereoisomer). It has been isolated from the endophytic fungus, Chaetomium globosum. It has a role as a Chaetomium metabolite. It is a 3beta-sterol, a 5alpha-hydroxy steroid, a 6beta-hydroxy steroid and a 9-hydroxy steroid.